[Si](C)(C)(C(C)(C)C)OCCCCCCCCCCCCCC(=O)O 14-((tert-butyldimethylsilyl)oxy)tetradecanoic acid